4-methyl-1,2,5-thiadiazolidine 1,1-dioxide CC1CNS(N1)(=O)=O